OC[C@H]1NC2=C(SC1)C=C(C=C2[N+](=O)[O-])S(=O)(=O)N (R)-3-(hydroxymethyl)-5-nitro-3,4-dihydro-2H-benzo[b][1,4]thiazine-7-sulfonamide